2,3-dihydrobenzo[f][1,4]thiazepine-4(5H)-carboxylic acid tert-butyl ester C(C)(C)(C)OC(=O)N1CCSC2=C(C1)C=CC=C2